The molecule is a bicyclic organonitrogen heterocyclic compound comprised of two ortho-fused pyrrolidine rings which share a common nitrogen atom. It is an organonitrogen heterocyclic compound and an organic heterobicyclic compound. C1CC2CCCN2C1